(((4R,6S)-9-(5-(2-Hydroxypropan-2-yl)pyrazin-2-yl)-4-methyl-8-oxo-7-oxa-9-azadispiro[2.2.46.23]dodecan-4-yl)methyl)-1H-benzo[d]imidazole-6-carbonitrile OC(C)(C)C=1N=CC(=NC1)N1C(O[C@@]2(C[C@@](C3(CC3)CC2)(C)CN2C=NC3=C2C=C(C=C3)C#N)C1)=O